Cl.O1CCOCC1 1,4-Dioxane hydrochloride